C[C@@H](CC)NC(O[C@H]1C[C@H](CC1)C1=CC(=NN1)NC(CC=1N=NN(C1)C)=O)=O (1R,3S)-3-(3-{[(1-methyl-1H-1,2,3-triazol-4-yl)acetyl]amino}-1H-pyrazol-5-yl)cyclopentyl (2S)-butan-2-ylcarbamate